(E)-5-benzylideneimidazoline-2,4-dione C(/C1=CC=CC=C1)=C\1/C(NC(N1)=O)=O